5-(pyrazin-2-yl)-N-(1-(tetrahydrofuran-3-yl)-1H-pyrazol-4-yl)isoxazole-3-carboxamide N1=C(C=NC=C1)C1=CC(=NO1)C(=O)NC=1C=NN(C1)C1COCC1